C(C)(C)(C)OC(=O)N1CC=2N=C(N=C(C2C1)NC=1N=CN(C1)C1=CC(=C(C(=C1)OC)OC)OC)N1[C@@H](CCC1)C(N)=O (S)-2-(2-carbamoyl-pyrrolidin-1-yl)-4-(1-(3,4,5-trimethoxyphenyl)-1H-imidazol-4-ylamino)-5H-pyrrolo[3,4-d]pyrimidine-6(7H)-carboxylic acid tert-butyl ester